BrC=1C(=C2C(=NC1)NC(=N2)C2=CC(=C(C=C2)N2CCN(CC2)CCOC)OC)NC2CCN(CC2)CC2CC2 6-Bromo-N-[1-(cyclopropylmethyl)piperidin-4-yl]-2-{3-methoxy-4-[4-(2-methoxyethyl)piperazin-1-yl]phenyl}-3H-imidazo[4,5-b]pyridin-7-amine